tert-Butyl 4-[[2-[3-[2,3-dihydrobenzofuran-6-yl(methyl) carbamoyl] phenyl]-5-(trifluoromethyl) pyrazol-3-yl]oxymethyl]benzoate O1CCC2=C1C=C(C=C2)N(C(=O)C=2C=C(C=CC2)N2N=C(C=C2OCC2=CC=C(C(=O)OC(C)(C)C)C=C2)C(F)(F)F)C